2,4,6-trimethyl-3,5-diaminobenzenesulfonyl chloride CC1=C(C(=C(C(=C1N)C)N)C)S(=O)(=O)Cl